4-(butylamino)-2-(((S)-2,3,4,5-tetrahydro-3-hydroxybenzo[b][1,4]oxazepin-7-yl)amino)pyrimidine-5-carboxamide C(CCC)NC1=NC(=NC=C1C(=O)N)NC1=CC2=C(OC[C@H](CN2)O)C=C1